3-(pyrazin-2-yl)isoxazole-5-carboxylic acid N1=C(C=NC=C1)C1=NOC(=C1)C(=O)O